N-(2-Hydroxy-7-isopropyl-4-phenyl-2-(trifluoromethyl)-2H-chromen-3-yl)acetamide OC1(OC2=CC(=CC=C2C(=C1NC(C)=O)C1=CC=CC=C1)C(C)C)C(F)(F)F